C(C)(=O)O[C@H]1[C@@H](SC2=CC=C(C=C2)Br)O[C@@H]([C@@H]([C@@H]1N=[N+]=[N-])OC(C)=O)COC(C)=O 4-Bromophenyl 2,4,6-tri-O-acetyl-3-azido-3-deoxy-1-thio-α-D-galactopyranoside